CC=1C=CC=C2C=C(NC12)C=1C=C(C=CC1)C1=NC(=NO1)C1N(CCC1)C#N 2-(5-(3-(7-Methyl-1H-indol-2-yl)phenyl)-1,2,4-oxadiazol-3-yl)pyrrolidine-1-carbonitrile